diethylamine Lysergate OC(=O)[C@H]1CN(C)[C@@H]2CC3=CNC4=CC=CC(C2=C1)=C34.C(C)NCC